(1R,2R)-(+)-1,2-diphenyl-1,2-ethylenediamine C1=CC=C(C=C1)[C@H]([C@@H](C2=CC=CC=C2)N)N